COC1=C(OCC(C)O)C=CC=C1 [methoxyphenoxy]propan-2-ol